C(C1=CC=CC=C1)N1N=C(C=C(C1=O)C(F)(F)F)C1=NC=CC=C1 2-benzyl-6-(pyridin-2-yl)-4-(trifluoromethyl)pyridazin-3(2H)-one